Cl.C(C)CCCN=C=NN(C)C ethyl-(N',N'-dimethylamino)-propylcarbodiimide hydrochloride